((2R,3S,5R)-3-((4-methylbenzoyl)oxy)-5-(4-(thiophen-2-yl)-1H-benzo[d]imidazol-1-yl)tetrahydrofuran-2-yl) 4-methylbenzoate CC1=CC=C(C(=O)O[C@H]2O[C@H](C[C@@H]2OC(C2=CC=C(C=C2)C)=O)N2C=NC3=C2C=CC=C3C=3SC=CC3)C=C1